4-((2S,5R)-5-ethyl-2-methyl-4-((S)-1-(4-(trifluoromethoxy)phenyl)ethyl)piperazin-1-yl)-1-methyl-2-oxo-1,2-dihydropyrido[3,2-d]pyrimidine-6-carbonitrile C(C)[C@H]1N(C[C@@H](N(C1)C=1C2=C(N(C(N1)=O)C)C=CC(=N2)C#N)C)[C@@H](C)C2=CC=C(C=C2)OC(F)(F)F